methyl 4-(3,5-dichloro-4-(4-hydroxy-3-isopropylbenzyl)phenoxy)butanoate ClC=1C=C(OCCCC(=O)OC)C=C(C1CC1=CC(=C(C=C1)O)C(C)C)Cl